F[C@H]1C[C@H](N(C1)C(CN1C[C@H](CC1)NC=1C=C2C=CC=NC2=C(C1)F)=O)C#N (2S,4S)-4-fluoro-1-[2-[(3S)-3-[(8-fluoro-6-quinolyl)amino]pyrrolidin-1-yl]acetyl]pyrrolidine-2-carbonitrile